tert-Butyl 4-(5-(((4-acetoxybenzyl)oxy)amino)-2-(tert-butoxycarbonyl)-5-oxopentyl)benzoate C(C)(=O)OC1=CC=C(CONC(CCC(CC2=CC=C(C(=O)OC(C)(C)C)C=C2)C(=O)OC(C)(C)C)=O)C=C1